3,5-bis((7-fluoro-1-hydroxy-1,3-dihydrobenzo[c][1,2]oxaborole-6-carboxamido)methyl)benzoic acid FC1=C(C=CC2=C1B(OC2)O)C(=O)NCC=2C=C(C(=O)O)C=C(C2)CNC(=O)C=2C=CC1=C(B(OC1)O)C2F